BrC1=C2C=NN(C2=CC=C1)C1=CC(=C(CNCC2CC(C2)O)C(=C1)OC)OC 3-(((4-(4-bromo-1H-indazol-1-yl)-2,6-dimethoxybenzyl)amino)methyl)cyclobutanol